2-(1-(2-(((2-(4-aminopiperidin-1-yl)-7-(prop-1-en-2-yl)imidazo[2,1-f][1,2,4]triazin-4-yl)amino)methyl)-3-chlorophenyl)-1H-pyrazol-3-yl)propan-2-ol NC1CCN(CC1)C1=NN2C(C(=N1)NCC1=C(C=CC=C1Cl)N1N=C(C=C1)C(C)(C)O)=NC=C2C(=C)C